ClC1=C(NCC2=CC=C(C=C2)OC)C=CC=C1[N+](=O)[O-] 2-chloro-N-(4-methoxybenzyl)-3-nitroaniline